C(#N)C1=CC(=C(COC2=NN(C=C2C=C)C2CCN(CC2)C(=O)OC(C)(C)C)C=C1)F tert-butyl 4-(3-((4-cyano-2-fluorobenzyl)oxy)-4-vinyl-1H-pyrazol-1-yl)piperidine-1-carboxylate